COC(C1=C(C=C(C=C1F)Br)F)=O 4-bromo-2,6-difluorobenzoic acid methyl ester